p-(phenylsulfanyl)phenyldiphenylsulfonium hexafluoroantimonate F[Sb-](F)(F)(F)(F)F.C1(=CC=CC=C1)SC1=CC=C(C=C1)[S+](C1=CC=CC=C1)C1=CC=CC=C1